ClC1=CC=C(OC=2C=C(C=CC2)B(O)O)C=C1 (3-(4-Chlorophenoxy)phenyl)boronic acid